5-(tert-butyl)-N-(2-chloro-5-fluoro-4-(6-(4-formylphenyl)pyrrolo[2,1-f][1,2,4]triazin-4-yl)benzyl)-1,2,4-oxadiazole-3-carboxamide C(C)(C)(C)C1=NC(=NO1)C(=O)NCC1=C(C=C(C(=C1)F)C1=NC=NN2C1=CC(=C2)C2=CC=C(C=C2)C=O)Cl